4-[N-(5-chloropyridin-3-yl)carbamoyl]-4-methylpiperidine-1-carboxylic acid tert-butyl ester C(C)(C)(C)OC(=O)N1CCC(CC1)(C)C(NC=1C=NC=C(C1)Cl)=O